3-isopropyl-5-(2-methylsulfinyl-pyrimidin-4-yl)pyrazolo[1,5-a]pyrimidine C(C)(C)C=1C=NN2C1N=C(C=C2)C2=NC(=NC=C2)S(=O)C